C(C)[C@]12N(C=3C(=NN=C(C3)C3=C(C(=CC=C3)F)OC)NC1)C[C@@H](C2)OC2=NC=C(C(=O)OC)C(=C2F)C methyl 6-(((6aR,8R)-6a-ethyl-2-(3-fluoro-2-methoxyphenyl)-5,6,6a,7,8,9-hexahydropyrrolo[1',2':4,5]pyrazino[2,3-c]pyridazin-8-yl)oxy)-5-fluoro-4-methylnicotinate